5-(((((S)-1-(benzyloxy)-1-oxopropan-2-yl)amino)(phenoxy)phosphoryl)difluoromethyl)benzo[b]thiophene-2-carboxylic acid C(C1=CC=CC=C1)OC([C@H](C)NP(=O)(OC1=CC=CC=C1)C(C1=CC2=C(SC(=C2)C(=O)O)C=C1)(F)F)=O